4-{5-[(2S)-2-amino-6-(2,2,2-trifluoroacetamido)hexanamido]-2-azabicyclo[2.2.1]heptane-2-carbonyl}-N,2-dimethylbenzamide N[C@H](C(=O)NC1C2CN(C(C1)C2)C(=O)C2=CC(=C(C(=O)NC)C=C2)C)CCCCNC(C(F)(F)F)=O